(4,6-dimethoxypyrimidine-2-oxy)benzaldehyde oxime COC1=NC(=NC(=C1)OC)OC1=C(C=NO)C=CC=C1